BrC=1C(=C(C=CC1)N1C(C2=CC=3CC(CC3N2CC1)(C)C)=O)C 10-(3-bromo-2-methylphenyl)-4,4-dimethyl-1,10-diazatricyclo[6.4.0.0^[2,6]]dodeca-2(6),7-dien-9-one